O=C(CC(=O)O[C@@H](CC(=O)OCC1=CC=CC=C1)C)C benzyl (3R)-3-(3-oxobutanoyloxy)butanoate